FC=C1CCN(CC1)C(=O)C1(CC1)CO (4-(Fluoromethylidene)piperidin-1-yl)(1-(hydroxymethyl)cyclopropyl)methanone